3-[4-([1,2]thiazolo[4,5-b]pyridin-6-yloxy)phenyl]-1-[5-(trifluoromethyl)-3-pyridinyl]-2,4-imidazolidinedione S1N=CC2=NC=C(C=C21)OC2=CC=C(C=C2)N2C(N(CC2=O)C=2C=NC=C(C2)C(F)(F)F)=O